C(CCCCCCCCCCCCCCC)C(C(=O)O)(O)C.C(C(O)C)(=O)OCCCCCCCCCCCCCCCC hexadecyl lactate (CETYL LACTATE)